4-(4-(Naphthalen-2-ylsulfonyl)-3,4-dihydro-2H-pyrido[4,3-b][1,4]oxazin-8-yl)benzonitrile C1=C(C=CC2=CC=CC=C12)S(=O)(=O)N1C2=C(OCC1)C(=CN=C2)C2=CC=C(C#N)C=C2